BrC1CC2[C@@H]3[C@@H]4[C@@H](C(OC4=O)=O)[C@H](C2CC1Br)C3 (3aR,4R,9S,9aS)-6,7-dibromodecahydro-4,9-methanonaphtho[2,3-c]furan-1,3-dione